C(=O)O.C(C)(=O)N acetamide (formate)